C1C2=NN=CN2C3=C(C=C(C=C3)Cl)C(=N1)C4=CC=CC=C4 The molecule is a triazolo[4,3-a][1,4]benzodiazepine having a phenyl group at position 6 and a chloro substituent at position 8. A short-acting benzodiazepine with general properties similar to diazepam, it is given by mouth as a hypnotic in the short-term management of insomnia. It has a role as an anxiolytic drug, an anticonvulsant and a GABA modulator. It is a member of triazoles and a triazolobenzodiazepine.